5-(1-ethoxyvinyl)pyrazolo[1,5-a]pyrimidine C(C)OC(=C)C1=NC=2N(C=C1)N=CC2